N-[(1R)-1-[4-Methoxy-3-(4-pyridyl)phenyl]ethyl]-2-methyl-5-(4-methylpiperazin-1-yl)benzamide COC1=C(C=C(C=C1)[C@@H](C)NC(C1=C(C=CC(=C1)N1CCN(CC1)C)C)=O)C1=CC=NC=C1